5-(5-(3-Chloro-4-hydroxyphenyl)-1H-indazol-1-yl)-2,3,4-trifluorophenol ClC=1C=C(C=CC1O)C=1C=C2C=NN(C2=CC1)C=1C(=C(C(=C(C1)O)F)F)F